CNC(=O)C1=NC(=CC(=C1)C(=O)N)C(C)C1=CC=CC=C1 N-methyl-6-(1-phenylethyl)pyridine-2,4-dicarboxamide